ClC1=CC=C(C=C1)C1=NC(=C2C(=N1)N(N=C2)C2=CC=CC=C2)NC(=O)C=2SC(=CC2)[N+](=O)[O-] N-(6-(4-chlorophenyl)-1-phenyl-1H-pyrazolo[3,4-d]pyrimidin-4-yl)-5-nitrothiophene-2-carboxamide